COC(CCC1=CC(=C(C(=C1)C(C)C1=CC(=C(C(=C1)C(C)(C)C)O)C(C)(C)C)O)C(C)(C)C)=O 3-(3-(tert-butyl)-5-(1-(3,5-di-tert-butyl-4-hydroxyphenyl)ethyl)-4-hydroxyphenyl)propionic acid methyl ester